1-(1-oxo-1,2-dihydrophthalazin-5-yl)-5-(trifluoromethyl)-1H-pyrazole-4-carboxylic acid ethyl ester C(C)OC(=O)C=1C=NN(C1C(F)(F)F)C1=C2C=NNC(C2=CC=C1)=O